(5'S)-1'-((S)-2-((S)-2-amino-3-cyclopropyl-N-methylpropanamido)-3-cyclopropylpropanoyl)-6-methyl-2-oxo-1,2-dihydrospiro[pyrido[2,3-b][1,4]oxazine-3,3'-pyrrolidine]-5'-carboxamide N[C@H](C(=O)N(C)[C@H](C(=O)N1CC2(C[C@H]1C(=O)N)C(NC1=C(O2)N=C(C=C1)C)=O)CC1CC1)CC1CC1